FC=1C=C(C=C(C1)F)[C@@H]1CC=NN1C(=O)N1CCN(CC1)C1=NC=C(C(=N1)C(=O)N1CC(C1)C#N)F (S)-1-(2-(4-(5-(3,5-difluorophenyl)-4,5-dihydro-1H-pyrazole-1-carbonyl)piperazin-1-yl)-5-fluoropyrimidine-4-carbonyl)azetidine-3-carbonitrile